CC1=CC=C(C=C1)S(=O)(=O)OCCCCCCCCCCCCCCC pentadecyl p-toluenesulfonate